C1(CCC1)NC(=O)CC1N(CCC(C1)C1=C(C(=CC=C1OC)Cl)Cl)C(=O)OC(C)(C)C tert-butyl 2-[(cyclobutylcarbamoyl)methyl]-4-(2,3-dichloro-6-methoxyphenyl)piperidine-1-carboxylate